(S)-2-amino-2-(fluoromethyl)-4-methylpentanoic Acid N[C@](C(=O)O)(CC(C)C)CF